C(CCCCCCCCCCCCC)(=O)N[C@@H](CC(=O)[O-])C(=O)[O-] N-myristoylaspartate